2,2'-diacrylamido-3,3'-dithiodipropionic acid C(C=C)(=O)NS(SCCC(=O)O)CC(C(=O)O)NC(C=C)=O